tert-butyl (S)-3-((1-(5-chloro-4-(((R)-1-(2,4-dichlorophenyl)ethyl)amino)pyrimidin-2-yl)piperidin-4-yl)oxy)pyrrolidine-1-carboxylate ClC=1C(=NC(=NC1)N1CCC(CC1)O[C@@H]1CN(CC1)C(=O)OC(C)(C)C)N[C@H](C)C1=C(C=C(C=C1)Cl)Cl